(1-{4-[(2S)-2,3-dihydro-1,4-benzodioxin-2-yl]benzyl}piperidin-4-yl)(morpholin-4-yl)methanone O1[C@H](COC2=C1C=CC=C2)C2=CC=C(CN1CCC(CC1)C(=O)N1CCOCC1)C=C2